N[C@@H](CCSC)C(=O)O methionin